4-morpholinecarboxylic acid 1-chloroethyl ester ClC(C)OC(=O)N1CCOCC1